C(C1=CC=CC=C1)O[C@@H]1[C@H]([C@H]([C@H](OCC=C)O[C@H]1C)O)OCC1=CC=C(C=C1)OC Allyl 4-O-benzyl-3-O-para-methoxybenzyl-α-L-rhamnopyranoside